tert-butyl (1R,5S,6r)-6-[(2-pyridyl) carbonyl]-3-azabicyclo[3.1.0]hexane-3-carboxylate N1=C(C=CC=C1)C(=O)C1[C@H]2CN(C[C@@H]12)C(=O)OC(C)(C)C